NC1CCN(CC1)C1=CC=C(N=N1)C1=C(C=C(C=C1)/C=C/C(=O)NC)O (E)-3-(4-(6-(4-aminopiperidin-1-yl)pyridazin-3-yl)-3-hydroxyphenyl)-N-methylacrylamide